Cl.N[C@@H](CCN=[N+]=[N-])C(=O)O L-azidohomoalanine hydrochloride